(4R)-4-(benzyloxy)-1-(tert-butoxycarbonyl)-2-ethylpyrrolidine-2-carboxylic acid C(C1=CC=CC=C1)O[C@@H]1CC(N(C1)C(=O)OC(C)(C)C)(C(=O)O)CC